6-amino-2-(3,5-dichloro-4-((4-oxo-3,4,5,6,7,8-hexahydrophthalazin-1-yl)oxy)phenyl)-1,2,4-triazine-3,5(2H,4H)-dione NC=1C(NC(N(N1)C1=CC(=C(C(=C1)Cl)OC1=NNC(C=2CCCCC12)=O)Cl)=O)=O